NC1=C(N=C(S1)C1=CC(=CC=C1)C#C[C@]1(C(N([C@@H]2C[C@H]12)C)=O)O)C(=O)N 5-amino-2-(3-(((1R,4R,5S)-4-hydroxy-2-methyl-3-oxo-2-azabicyclo[3.1.0]hex-4-yl)ethynyl)phenyl)thiazole-4-carboxamide